1-cyclooctyl-5-(2,6-dimethoxyphenyl)-1H-pyrazol C1(CCCCCCC1)N1N=CC=C1C1=C(C=CC=C1OC)OC